C1OC=2C=C(C=CC2O1)NC(=O)C1=CN(C2=CC=CC=C12)CC1=CC=C(C=C1)C(NO)=O N-(3,4-methylenedioxyphenyl)-1-(4-(hydroxycarbamoyl)benzyl)-1H-indole-3-carboxamide